4-bromo-2-((2,4-dimethoxybenzyl)amino)-6-methylbenzoic acid methyl ester COC(C1=C(C=C(C=C1C)Br)NCC1=C(C=C(C=C1)OC)OC)=O